3-(6-methoxypyridin-3-yl)-3-(6-(2-(5,6,7,8-tetrahydro-1,8-naphthyridin-2-yl)ethyl)-2-azaspiro[3.3]hept-2-yl)propionic acid COC1=CC=C(C=N1)C(CC(=O)O)N1CC2(C1)CC(C2)CCC2=NC=1NCCCC1C=C2